C(C(=C)C)(=O)NCCCCCCCCCCCC[Si](OCC)(OCC)C 12-methacryloylaminododecyl-methyldiethoxysilane